3-((3aR,4R,6R,6aS)-6-(4-amino-5-bromo-2-chloro-7H-pyrrolo[2,3-d]pyrimidin-7-yl)-2,2-dimethyltetrahydro-4H-cyclopenta[d][1,3]dioxol-4-yl)benzaldehyde NC=1C2=C(N=C(N1)Cl)N(C=C2Br)[C@@H]2C[C@@H]([C@@H]1[C@H]2OC(O1)(C)C)C=1C=C(C=O)C=CC1